FC1=C2C=NN(C2=CC=C1N1C(N(C=C1)C1NCCC=2C1=C(N(N2)C2=CC(=C(C(=C2)C)F)C)C(=O)O)=O)C (3-(4-fluoro-1-methyl-1H-indazol-5-yl)-2-oxo-2,3-dihydro-1H-imidazol-1-yl)-2-(4-fluoro-3,5-dimethylphenyl)-2,4,6,7-tetrahydro-pyrazolo[4,3-c]pyridine-carboxylic acid